The molecule is a dipeptide obtained by formal condensation of the carboxy group of L-glutamine with the amino group of L-asparagine. It derives from a L-glutamine and a L-asparagine. C(CC(=O)N)[C@@H](C(=O)N[C@@H](CC(=O)N)C(=O)O)N